dipropyloxydipropylsilane C(CC)O[Si](CCC)(CCC)OCCC